N1(N=CN=C1)C[C@H](C)OC=1C=C(C=CC1Cl)C=1C=NC(=NC1)NC=1C(=NN(C1)C1CCC(CC1)N1CCOCC1)OCCC(C)OC 5-(3-(((S)-1-(1H-1,2,4-triazol-1-yl)propan-2-yl)oxy)-4-chlorophenyl)-N-(3-(3-methoxybutoxy)-1-((1r,4r)-4-morpholinocyclohexyl)-1H-pyrazol-4-yl)pyrimidin-2-amine